rac-(1S*,2S*)-N-(4-chloro-5-fluoropyrimidin-2-yl)-2-(4-methylpyrimidin-2-yl)cyclopropane-1-carboxamide ClC1=NC(=NC=C1F)NC(=O)[C@@H]1[C@H](C1)C1=NC=CC(=N1)C |r|